Cl.C1OC[C@@H]2[C@H]1CNC2 cis-hexahydro-1H-furo[3,4-c]pyrrole hydrochloride